CC(CCCCCCC(=O)N)C(=O)N Octane-2,8-dicarboxamide